FC(OC[C@H]1[C@@H](C1)C(=O)OCC)(F)F trans-ethyl 2-((trifluoromethoxy)methyl)cyclopropanecarboxylate